C(C)OC(=O)C=1C(C=C2N(C(CN3N=C4C(=CC=CC4=C32)OCC3OCCC3)C(C)(C)C)C1)=O 6-(tert-butyl)-2-oxo-10-((tetrahydrofuran-2-yl)methoxy)-6,7-dihydro-2H-pyrido[2',1':3,4]pyrazino[1,2-b]indazole-3-carboxylic acid ethyl ester